methyl 3-((4-fluorophenyl)ethynyl)-4-(((1-(4-(trifluoromethyl)phenyl)-1H-pyrazol-3-yl)methyl)sulfonyl)benzoate FC1=CC=C(C=C1)C#CC=1C=C(C(=O)OC)C=CC1S(=O)(=O)CC1=NN(C=C1)C1=CC=C(C=C1)C(F)(F)F